NC1=NC(=C(C=C1C=1C=NN(C1)CC(C)(O)C)C=1C=C2C(=NC=NC2=CC1)C)C1=CC=C(C=C1)F 1-(4-(2-amino-6-(4-fluorophenyl)-5-(4-methylquinazolin-6-yl)pyridin-3-yl)-1H-pyrazol-1-yl)-2-methylpropan-2-ol